3-(5-{[(5-Chlorothiophen-2-yl)methyl]amino}-4-cyano-1-(2,2-dimethylpropanoyl)-1H-pyrazol-3-yl)-1-(2,2-dimethylpropanoyl)pyrrolidin ClC1=CC=C(S1)CNC1=C(C(=NN1C(C(C)(C)C)=O)C1CN(CC1)C(C(C)(C)C)=O)C#N